FC1=CC=C(C=C1)[C@H]1[C@@H](C1)NCCCC1=CN(C(C(=N1)N1CC(C1)C(=O)N)=O)C1=CC=C(C=C1)C1=NC=CC=N1 1-[6-(3-[([1R,2S]-2-[4-fluorophenyl]cyclopropyl)amino]propyl)-3-oxo-4-(4-[pyrimidin-2-yl]phenyl)-3,4-dihydropyrazin-2-yl]azetidine-3-carboxamide